OC[C@H](C[C@H]1C(NCC1)=O)NC([C@H](CCCC)NC(O[C@H](C(F)(F)C1=CC(=CC=C1)Cl)C1=CC(=CC=C1)F)=O)=O (S)-2-(3-chlorophenyl)-2,2-difluoro-1-(3-fluorophenyl)ethyl ((S)-1-(((S)-1-hydroxy-3-((S)-2-oxopyrrolidin-3-yl)propan-2-yl)amino)-1-oxohexan-2-yl)carbamate